OC1=C(C(=O)O)C(=CC=C1)OC1CN(C1)CC(=O)NOCCO 2-hydroxy-6-[(1-{2-[(2-hydroxyethoxy)amino]-2-oxoethyl}azetidin-3-yl)oxy]benzoic acid